4-bromo-5-(2-{2-[(tert-butyldiphenylsilyl)oxy]ethoxy}ethoxy)-6-oxopyran-2-carboxylic acid BrC=1C=C(OC(C1OCCOCCO[Si](C1=CC=CC=C1)(C1=CC=CC=C1)C(C)(C)C)=O)C(=O)O